C(C)N(CC)Cl.[Ti] titanium diethylamino chloride